N-(((N,N-dimethylsulfamoyl)amino)fluoro(oxo)-λ6-sulfaneylidene)-1,1,1-trifluoromethanesulfonamide CN(S(=O)(=O)NS(=NS(=O)(=O)C(F)(F)F)(=O)F)C